ClC=1C=CC2=C(C=C(O2)CNC(=O)C2CCN(CC2)C2(CNC3=C(O2)C=CC=C3)C(=O)N)C1 4-(((5-chlorobenzofuran-2-yl)methyl)carbamoyl)piperidin-1-yl-3,4-dihydro-2H-benzo[b][1,4]oxazine-2-carboxamide